8-(1-aminoethyl)-6-methyl-2-(pyridin-4-yl)-4H-pyrano[2,3-c]pyridin-4-one NC(C)C=1N=C(C=C2C1OC(=CC2=O)C2=CC=NC=C2)C